F[C@@H]1C[C@@H](N(C1)C(CC=1OC=NN1)=O)C(=O)N[C@H](C1=CC=C(C=C1)C(C)C)C1=CC=CC=C1 |&1:3| (2RS,4R)-4-fluoro-1-[2-(1,3,4-oxadiazol-2-yl)acetyl]-N-[(S)-phenyl[4-(propan-2-yl)phenyl]methyl]pyrrolidine-2-carboxamide